C(C)NNC(=O)N=N ethylcarbazone